N-(6-amino-1-methylindolin-5-yl)methanesulfonamide NC1=C(C=C2CCN(C2=C1)C)NS(=O)(=O)C